Palladium(0) tetrakis-triphenylphosphine C1(=CC=CC=C1)P(C1=CC=CC=C1)C1=CC=CC=C1.C1(=CC=CC=C1)P(C1=CC=CC=C1)C1=CC=CC=C1.C1(=CC=CC=C1)P(C1=CC=CC=C1)C1=CC=CC=C1.C1(=CC=CC=C1)P(C1=CC=CC=C1)C1=CC=CC=C1.[Pd]